5-(((1-acetylpiperidin-4-yl)amino)methyl)-N-(3-(2-(4-(((1-acetylpiperidin-4-yl)amino)methyl)-3-methoxyphenyl)-3-chloropyridin-4-yl)-2-chlorophenyl)picolinamide C(C)(=O)N1CCC(CC1)NCC=1C=CC(=NC1)C(=O)NC1=C(C(=CC=C1)C1=C(C(=NC=C1)C1=CC(=C(C=C1)CNC1CCN(CC1)C(C)=O)OC)Cl)Cl